8-((2-(4-(4-(((R)-5-(cyclohexylmethyl)-4-ethyl-1-methyl-4,5-dihydro-[1,2,4]triazolo[4,3-f]pteridin-7-yl)amino)-3-methoxybenzoyl)piperazin-1-yl)ethyl)amino)-1-oxophthalazine C1(CCCCC1)CN1[C@@H](C=2N(C=3C=NC(=NC13)NC1=C(C=C(C(=O)N3CCN(CC3)CCNC=3C=CC=C4C=NNC(C34)=O)C=C1)OC)C(=NN2)C)CC